N-(4-(5-(1H-pyrazolo[3,4-b]pyridin-4-yl)pyridin-3-yl)phenyl)-5-cyclobutylisoxazole-3-carboxamide N1N=CC=2C1=NC=CC2C=2C=C(C=NC2)C2=CC=C(C=C2)NC(=O)C2=NOC(=C2)C2CCC2